((2S,7aR)-2-fluorotetrahydro-1H-pyrrolizin-7a(5H)-yl)methanol F[C@H]1C[C@]2(CCCN2C1)CO